ClC=1C=C(NC2(CCC3([C@H](CC4=CC=CC=C34)C[C@H](COC3=CC(=CC=C3)NC)C)CC2)C(=O)O)C=CC1 (1r,2'S,4S)-4-(3-chloroanilino)-2'-{(2R)-2-methyl-3-[3-(methylamino)phenoxy]propyl}-2',3'-dihydrospiro[cyclohexane-1,1'-indene]-4-carboxylic acid